ClCC1=CC(=C(CNC2=C3C(N(C(C3=CC=C2)=O)C2C(NC(CC2)=O)=O)=O)C=C1)C 4-((4-(chloromethyl)-2-methylbenzyl)amino)-2-(2,6-dioxopiperidin-3-yl)isoindoline-1,3-dione